1-Chloro-5-fluoro-2-methoxy-4-nitrobenzene ClC1=C(C=C(C(=C1)F)[N+](=O)[O-])OC